BrC=1C=C(C=C2CCCN(C12)C1CN(C2(CCC2)C1)S(=O)(=O)C(C)(C)C)Cl 8-bromo-1-(5-tert-butylsulfonyl-5-azaspiro[3.4]octan-7-yl)-6-chloro-3,4-dihydro-2H-quinoline